(3R,4R)-1-benzyl-N,4-dimethyl-piperidin-3-amine C(C1=CC=CC=C1)N1C[C@@H]([C@@H](CC1)C)NC